ammonium triflate salt [O-]S(=O)(=O)C(F)(F)F.[NH4+]